C(=O)CCCC(=O)OC methyl 4-formylbutanoate